4-methyl-4-(2-oxo-1,2-dihydro-3H-imidazo[4,5-b]pyridin-3-yl)piperidine-1-carboxylic acid tert-butyl ester C(C)(C)(C)OC(=O)N1CCC(CC1)(N1C(NC=2C1=NC=CC2)=O)C